C(C)S(=O)(=O)NC1=C(C=C(C=C1)C1=NN(C(=C1C(=O)N)NC1=NC=CN=C1)COCC[Si](C)(C)C)OC1(CC1)C1=CC=C(C=C1)F 3-{4-ethanesulfonamido-3-[1-(4-fluorophenyl)cyclopropoxy]phenyl}-5-[(pyrazin-2-yl)amino]-1-{[2-(trimethylsilyl)ethoxy]methyl}-1H-pyrazole-4-carboxamide